(hydroxyamino)-1,4-dimethyl-3-(propan-2-yl)-4,5-dihydro-1H-pyrazol-5-one ONC1(C(=NN(C1=O)C)C(C)C)C